2-((1-(methylsulfonyl)piperidin-4-yl)amino)-8-phenyl-5-((triisopropylsilyl)ethynyl)pyrido[2,3-d]pyrimidin-7(8H)-one CS(=O)(=O)N1CCC(CC1)NC=1N=CC2=C(N1)N(C(C=C2C#C[Si](C(C)C)(C(C)C)C(C)C)=O)C2=CC=CC=C2